C(#CC)C1=NN(C2=C(C=CC=C12)C(=O)O)CC1=CC=C(C=C1)OC(F)(F)F (propan-1-yn-1-yl)-1-(4-(trifluoromethoxy)benzyl)-1H-indazole-7-carboxylic acid